1-{(2S*,4R*)-2-methyl-4-[(4-nitrophenyl)amino]-3,4-dihydroquinolin-1(2H)-yl}propan-1-one C[C@@H]1N(C2=CC=CC=C2[C@@H](C1)NC1=CC=C(C=C1)[N+](=O)[O-])C(CC)=O |o1:1,9|